N-[cyclopropyl-(2-fluorophenyl)methyl]-5-[5-(trifluoromethyl)-1,2,4-oxadiazol-3-yl]pyrimidin-2-amine C1(CC1)C(NC1=NC=C(C=N1)C1=NOC(=N1)C(F)(F)F)C1=C(C=CC=C1)F